ClC=1C=C2C(=CC1)N(C[C@@]21N(CC[C@@H]1C1=CC=CC=C1)CC(F)(F)F)C (3S,3'R)-5-chloro-1-methyl-3'-phenyl-1'-(2,2,2-trifluoroethyl)spiro[indoline-3,2'-pyrrolidine]